NC1=NC=C(C=C1O[C@H](C)C=1C=C(C=CC1)NC(C1=CC(=CC(=C1)C)F)=O)Cl (R)-N-(3-(1-((2-amino-5-chloropyridin-3-yl)oxy)ethyl)phenyl)-3-fluoro-5-methylbenzamide